C(#N)C=1NC2=CC(=CC=C2C1)CN1CCC(CC1)C1=CN(C2=CN=CC=C21)C2=C(C(=O)N(C)C(C)C)C=C(C=C2)F 2-(3-(1-((2-cyano-1H-indol-6-yl)methyl)piperidin-4-yl)-1H-pyrrolo[2,3-c]pyridin-1-yl)-5-fluoro-N-isopropyl-N-methylbenzamide